FC(F)(F)S(=O)(=O)C(C)(C)C trifluoromethyl-t-Butyl sulfone